N1=CC=NC=2NC(CCCC21)=O 8,9-dihydro-5H-pyrazino[2,3-b]azepin-6(7H)-one